2-Desoxy-2-sulfoamino-D-glucopyranose S(=O)(=O)(O)N[C@H]1C(O)O[C@@H]([C@H]([C@@H]1O)O)CO